(3,4-epoxycyclohexyl)ethyl-trimethoxysilane tert-Butyl-4-(4-nitrophenyl)-5,6-dihydropyridine-1(2H)-carboxylate C(C)(C)(C)OC(=O)N1CC=C(CC1)C1=CC=C(C=C1)[N+](=O)[O-].C1(CC2C(CC1)O2)CC[Si](OC)(OC)OC